C[C@H](CC)[C@@H](CCCC)O (3R,4R)-3-Methyloctan-4-ol